ClC1=CC=C2C(=CNC2=C1C)\C=C\1/NC(N(C1=O)C(C(=O)NCC12CC(C1)(C2)O)C2=CC(=C(C=C2)F)F)=O (Z)-2-(4-((6-chloro-7-methyl-1H-indol-3-yl)methylene)-2,5-dioxoimidazolidin-1-yl)-2-(3,4-difluorophenyl)-N-((3-hydroxyl-bicyclo[1.1.1]pentan-1-yl)methyl)acetamide